C(C1=CC=CC=C1)(=O)NC1=NC(N(C=C1)[C@@H]1CC[C@H](CC1)CN[C@@H]1CC[C@H](CC1)NC(OC(C)(C)C)=O)=O tert-butyl (trans-4-(((trans-4-(4-benzamido-2-oxopyrimidin-1(2H)-yl)cyclohexyl)methyl)amino)cyclohexyl)carbamate